N-[5-(5-bromo-1H-benzimidazol-2-yl)-1-[(4-methoxyphenyl)methyl]-pyrazol-3-yl]-6-[4-(hydroxymethyl)-1-piperidyl]pyridine-3-carboxamide BrC1=CC2=C(NC(=N2)C2=CC(=NN2CC2=CC=C(C=C2)OC)NC(=O)C=2C=NC(=CC2)N2CCC(CC2)CO)C=C1